[Br-].C(C1=CC=CC=C1)[N+]1=CC(=CC(=C1)C=1C(=NNC1)C)O 1-benzyl-3-hydroxy-5-(3-methyl-1H-pyrazol-4-yl)pyridin-1-ium bromide